1-(4-(2-(4-bromophenyl)propan-2-yl)thiazol-2-yl)-3-((5-(piperazin-1-yl)pyrazin-2-yl)methyl)urea BrC1=CC=C(C=C1)C(C)(C)C=1N=C(SC1)NC(=O)NCC1=NC=C(N=C1)N1CCNCC1